2-butyl-6-chloro-2,3-dihydro-[1,4]oxazepino[6,5-c][1,6]naphthyridin-5(1H)-one C(CCC)C1COC(C=2C(=NC=3C=CN=CC3C2N1)Cl)=O